4-(((1r,4r)-4-(2-hydroxypropan-2-yl)cyclohexyl)amino)-6-(1H-imidazol-1-yl)-1-methyl-1,5-naphthyridin-2(1H)-one OC(C)(C)C1CCC(CC1)NC1=CC(N(C2=CC=C(N=C12)N1C=NC=C1)C)=O